C(C)(C)(C)OC(=O)N1CCC(CC1)(C=1OC(=NN1)[C@@]12CN(C[C@]2(C1)C(F)(F)F)C1=C2C=CC=NC2=C(C=C1)C(F)(F)F)O 4-Hydroxy-4-(5-((1S,5R)-5-(trifluoromethyl)-3-(8-(trifluoromethyl)quinolin-5-yl)-3-azabicyclo[3.1.0]hexane-1-yl)-1,3,4-oxadiazol-2-yl)piperidine-1-carboxylic acid tert-butyl ester